5-((1-(3-bromopyridin-2-yl)-4-hydroxypiperidin-4-yl)methyl)-1-(4-fluorophenyl)-1,5-dihydro-4H-pyrazolo[3,4-d]pyrimidin-4-one BrC=1C(=NC=CC1)N1CCC(CC1)(O)CN1C=NC2=C(C1=O)C=NN2C2=CC=C(C=C2)F